C(#N)C1=CC=C(C=C1)CCCC1=CC=C(C=C1)C#N 1,3-bis(4-cyanophenyl)propane